C(C)(C)(C)NS(=O)(=O)C=1C=C(C=CC1)NC(=O)C1=NC=C(N=C1N1CCC2(CC2)CC1)NC(CO)(CO)C N-(3-(N-(tert-Butyl)sulfamoyl)phenyl)-5-((1,3-dihydroxy-2-methylpropan-2-yl)amino)-3-(6-azaspiro[2.5]octan-6-yl)pyrazine-2-carboxamide